(1R,3R,5R)-2-(3-benzoylbenzoyl)-N-((R)-(4-chloro-2,5-difluorophenyl)(cyclopropyl)methyl)-2-azabicyclo[3.1.0]hexane-3-carboxamide C(C1=CC=CC=C1)(=O)C=1C=C(C(=O)N2[C@@H]3C[C@@H]3C[C@@H]2C(=O)N[C@H](C2CC2)C2=C(C=C(C(=C2)F)Cl)F)C=CC1